7-chloro-3-[4-(methoxycarbonylamino)phenyl]imidazo[1,2-a]pyridine-6-carboxylic acid ClC1=CC=2N(C=C1C(=O)O)C(=CN2)C2=CC=C(C=C2)NC(=O)OC